C(C1=CC=CC=C1)OC(=O)N1C(C(CC1)[N+](=O)[O-])CO[C@@H]1CC[C@@H](CC1)C1=CC=CC=C1 3-nitro-2-({[(cis)-4-phenylcyclohexyl]oxy}methyl)pyrrolidine-1-carboxylic acid benzyl ester